COC1=CC(=NC(=C1)C1=C(C=CC=C1)C=1C(=C(C=C(C1)C(C)(C)C)C12CC3CC(CC(C1)C3)C2)O)C2=C(C=CC=C2)C=2C(=C(C=C(C2)C(C)(C)C)C23CC1CC(CC(C2)C1)C3)O 2',2'''-(4-methoxypyridine-2,6-diyl)bis(3-((3r,5r,7r)-adamantan-1-yl)-5-(tert-butyl)-[1,1'-biphenyl]-2-ol)